methyl 2-[8-(2-chlorophenyl)-7-(4-chlorophenyl)-3-(oxan-4-ylmethyl)-2,6-dioxopurin-1-yl]acetate ClC1=C(C=CC=C1)C1=NC=2N(C(N(C(C2N1C1=CC=C(C=C1)Cl)=O)CC(=O)OC)=O)CC1CCOCC1